ClS(=O)(=O)C1=CC=C(C=C1)CC[Si](Cl)(Cl)Cl 2-(4-chlorosulfonylphenyl)ethyltrichlorosilane